C12CCCC(CC1)N2C(C(=O)O)=O 2-(8-Azabicyclo[3.2.1]octan-8-yl)-2-oxo-acetic acid